1,2-dihydro-3(6H)-pyridinone N1CC(C=CC1)=O